3',6'-diacetoxy-4'-((methyl(prop-2-yn-1-yl)amino)methyl)-3-oxo-3H-spiro[isobenzofuran-1,9'-xanthene]-5-carboxylic acid C(C)(=O)OC=1C=CC=2C3(C4=CC=C(C=C4OC2C1CN(CC#C)C)OC(C)=O)OC(C1=CC(=CC=C13)C(=O)O)=O